FC1=CC(=C2CN(N(C(C2=C1)=O)C1C(NC(CC1)=O)=O)C)[N+](=O)[O-] 3-(7-fluoro-3-methyl-5-nitro-1-oxo-3,4-dihydro-phthalazin-2(1H)yl)piperidine-2,6-dione